7',7'-dimethyl-2,2',3,5,6,7',8',9'-octahydrospiro[pyran-4,4'-pyrazolo[3,4-b]quinolin]-5'(6'H)-one CC1(CC(C=2C3(C=4C(NC2C1)=NNC4)CCOCC3)=O)C